METHYLENEDIOXYANILINE HCL Cl.C1ONC2=C(C=CC=C2)O1